2-fluoro-5-pyridylbenzene FC1=CC=C(C=C1)C1=NC=CC=C1